ethyl 1-methyl-2-(2-[[7-(5-methyl-1,2,4-oxadiazol-3-yl)isoquinolin-1-yl]amino]ethyl)-1,3-benzodiazole-5-carboxylate CN1C(=NC2=C1C=CC(=C2)C(=O)OCC)CCNC2=NC=CC1=CC=C(C=C21)C2=NOC(=N2)C